1-(4-((4-([1,2,4]triazolo[4,3-c]pyrimidin-7-yloxy)-3-methylphenyl)amino)quinazolin-6-yl)-3-(cyclopropylmethyl)urea N=1N=CN2C=NC(=CC21)OC2=C(C=C(C=C2)NC2=NC=NC1=CC=C(C=C21)NC(=O)NCC2CC2)C